6-(1-((1r,4R)-4-hydroxycyclohexyl)-5-methyl-1H-pyrazol-4-yl)-4-((R)-2,2,2-trifluoro-1-(5-fluoropyridin-2-yl)ethoxy)pyrazolo[1,5-a]pyridine-3-carbonitrile OC1CCC(CC1)N1N=CC(=C1C)C=1C=C(C=2N(C1)N=CC2C#N)O[C@@H](C(F)(F)F)C2=NC=C(C=C2)F